FC1=CC=C(CN2N=C3C(=C2)CN(C3)C=3C(=NC=CN3)C#N)C=C1 (2-(4-Fluorobenzyl)-2,6-dihydropyrrolo[3,4-c]pyrazol-5(4H)-yl)pyrazine-2-carbonitrile